C(C=C)(=O)OC1C(C=C(C=C1C)C)(C)COCCP(=O)(O)O 2-[4-(dihydroxyphosphoryl)-2-oxabutyl]-2,4,6-trimethylphenyl acrylate